O1CCN(CC1)CCN1N=CC(=C1)C=1C=2N(N=C(C1)C=1C(NC(NC1)=O)=O)C=CN2 5-(8-(1-(2-morpholinoethyl)-1H-pyrazol-4-yl)imidazo[1,2-b]pyridazin-6-yl)pyrimidine-2,4(1H,3H)-dione